COC1=C(C=C2C=CC(=NC2=C1)C)C1=CN=C(O1)[C@H](CCCCCC(CC)=O)NS(=O)(=O)C1=C(C=CC=C1)[N+](=O)[O-] (S)-N-(1-(5-(7-methoxy-2-methylquinolin-6-yl)oxazol-2-yl)-7-oxononyl)-2-nitrobenzenesulfonamide